C1(=C2C(=CN=N1)COCC2)C2=C(C=C(C=C2)OC(F)(F)F)O 7,8-dihydro-5H-pyrano[3,4-d]pyridazin-1-yl-5-(trifluoromethoxy)phenol